FC1=C(C=C(C=C1C)C1=C(C=C(C=C1C)F)C)[C@H](CC(=O)O)NC(C(CC(C)C)N1C(C(=CC(=C1)CCN(C)C)F)=O)=O (3S)-3-(4,4'-difluoro-2',5,6'-trimethylbiphenyl-3-yl)-3-(2-(5-(2-(dimethylamino)ethyl)-3-fluoro-2-oxopyridin-1(2H)-yl)-4-methylpentanamido)propanoic acid